C[C@@H]1COCCN1C1=CC=C2C(=N1)NC=C2C2=NC(=NC=C2C(F)(F)F)N[C@@H]2CNCCC2 (6-((R)-3-methylmorpholino)-1H-pyrrolo[2,3-b]pyridin-3-yl)-N-((S)-piperidin-3-yl)-5-(trifluoromethyl)pyrimidin-2-amine